CS(=O)(=O)CC1=CC(=CN=N1)C1=NOC(=N1)[C@H](C)NC(OC(C)(C)C)=O tert-butyl (S)-(1-(3-(6-((methylsulfonyl)methyl)pyridazin-4-yl)-1,2,4-oxadiazol-5-yl)ethyl)carbamate